3-methyl-11-azatricyclo[6.2.1.02,7]Undecene-2,4,6,9-tetraene-11-carboxylic acid tert-butyl ester C(C)(C)(C)OC(=O)N1C=2C3=C(C=CC=C3C1C=C2)C